Bromoethanone BrC(C)=O